C(C)N(CC)CC1=NN2C(=NC=3C(=CC=CC3C2=N1)OC)NCC1=C(C=C(C=C1)OC)OC 2-((diethylamino)methyl)-N-(2,4-dimethoxybenzyl)-7-methoxy-[1,2,4]triazolo[1,5-c]quinazolin-5-amine